(E)-2-(benzo[d][1,3]dioxol-5-yl)vinylphosphonic acid O1COC2=C1C=CC(=C2)/C=C/P(O)(O)=O